(((S)-1-methylpyrrolidin-2-yl)methoxy)pyrido[4,3-d]pyrimidine CN1[C@@H](CCC1)COC=1N=CC2=C(N1)C=CN=C2